FC1=C(CN2C(N(C(C3=C2SC(=C3CN(C)C)C3=CC=C(C=C3)NC(=O)NOC)=O)C=3N=NC(=CC3)OC)=O)C(=CC=C1)F 1-{4-(1-(2,6-difluorobenzyl)-5-dimethylaminomethyl-3-(6-methoxypyridazin-3-yl)-2,4-dioxo-1,2,3,4-tetrahydrothieno[2,3-d]pyrimidin-6-yl)phenyl}-3-methoxyurea